6-((5-(Methoxycarbonyl)pyridin-2-yl)oxy)hexanoic acid COC(=O)C=1C=CC(=NC1)OCCCCCC(=O)O